(6aR,8R)-2-chloro-6a-(difluoromethyl)-8-(5-vinyl-1H-pyrazolo[3,4-b]pyridin-1-yl)-5,6,6a,7,8,9-hexahydropyrrolo[1',2':4,5]pyrazino[2,3-c]pyridazine ClC=1C=C2C(=NN1)NC[C@@]1(N2C[C@@H](C1)N1N=CC=2C1=NC=C(C2)C=C)C(F)F